4-chloro-1-methyl-2-phenylpyridine iodonium salt [IH2+].ClC1=CC(N(C=C1)C)C1=CC=CC=C1